(R)-4-(2-Amino-4-((1-hydroxy-2-methylhexan-2-yl)amino)quinazolin-7-yl)-5-(((2-methoxyethyl)(methyl)amino)methyl)pyridin-2(1H)-thione NC1=NC2=CC(=CC=C2C(=N1)N[C@@](CO)(CCCC)C)C1=CC(NC=C1CN(C)CCOC)=S